BrC=1C=C(C#N)C=C(C1)OC1=C(N=CN(C1=O)CC1=C(N=C(NC1=O)C)C)C(C(F)(F)F)(F)F 3-bromo-5-((1-((2,4-dimethyl-6-oxo-1,6-dihydropyrimidin-5-yl)methyl)-6-oxo-4-(perfluoroethyl)-1,6-dihydro-pyrimidin-5-yl)oxy)benzonitrile